(S)-4-(4-(((2-amino-4-oxo-3,4-dihydropteridin-6-yl)methyl)amino)benzamido)-5-(tert-butoxy)-5-oxopentanoic acid NC1=NC2=NC=C(N=C2C(N1)=O)CNC1=CC=C(C(=O)N[C@@H](CCC(=O)O)C(=O)OC(C)(C)C)C=C1